F[C@]1(CN(CC[C@H]1O)C1=NC=CC(=N1)NC=1N=CC2=C(N=CC(=C2C1)CC1(COC1)C)N1C(CC1)C)C (3S,4R)-3-fluoro-3-methyl-1-(4-((8-(2-methylazetidin-1-yl)-5-((3-methyloxetan-3-yl)methyl)-2,7-naphthyridin-3-yl)amino)pyrimidin-2-yl)piperidin-4-ol